N-(3-((2-hydroxyethyl)sulfonyl)phenyl)-4-((8-methyl-2,3-dihydro-1H-pyrido[2,3-b][1,4]oxazin-7-yl)amino)-2-oxo-1,2-dihydropyridine-3-carboxamide OCCS(=O)(=O)C=1C=C(C=CC1)NC(=O)C=1C(NC=CC1NC1=C(C2=C(OCCN2)N=C1)C)=O